2-amino-5-chloro-3-fluoro-benzoic acid NC1=C(C(=O)O)C=C(C=C1F)Cl